C(C)(C)(C)OC(=O)N[C@@H](C\C=C\CCC(=O)C=1OC=CN1)C=1N(C=C(N1)C1=CC=C(C=C1)F)C(=O)OC(C)(C)C tert-butyl (S,E)-2-(1-((tert-butoxycarbonyl)amino)-7-(oxazol-2-yl)-7-oxohept-3-en-1-yl)-4-(4-fluorophenyl)-1H-imidazole-1-carboxylate